rac-methyl (4aR,5S,6R,7aR)-4a-(4-bromophenyl)-7a-hydroxy-2-isopropyl-7-oxo-5-phenyl-2,4a,5,6,7,7a-hexahydrocyclopenta[4,5]furo[3,2-c]pyrazole-6-carboxylate BrC1=CC=C(C=C1)[C@]12[C@](C3=NN(C=C3O1)C(C)C)(C([C@@H]([C@H]2C2=CC=CC=C2)C(=O)OC)=O)O |r|